4-(1-cyano-2-oxoethyl)piperidine-1-carboxylic acid tert-butyl ester C(C)(C)(C)OC(=O)N1CCC(CC1)C(C=O)C#N